C(C)N(CCOC=1C=C2C(=CC1)C(C=1C3=C(OC1C21CCCCC1)C=CC=C3)=O)CC 8-(2-diethylamino-ethoxy)-11H-spiro[benzo[b]naphtho[2,3-d]furan-6,1'-cyclohexane]-11-one